N-(3-(dimethylamino)propyl)-2,2-difluoro-2-(trifluoromethoxy)acetamide CN(CCCNC(C(OC(F)(F)F)(F)F)=O)C